ClC=1C=C(C=CC1)COC1CNCC1 3-[(3-Chlorophenyl)methoxy]pyrrolidine